pentaerythritol tetra(3-aziridinylpropionate) N1(CC1)CCC(=O)OCC(COC(CCN1CC1)=O)(COC(CCN1CC1)=O)COC(CCN1CC1)=O